BrC1=C(C(=C2CN(CC2=C1)C(CCC(=O)OCC)=O)F)O ethyl 4-(6-bromo-4-fluoro-5-hydroxy-isoindolin-2-yl)-4-oxo-butanoate